N-[3-[6-(3-furyl)imidazo[1,2-b]pyridazin-3-yl]phenyl]acetamide O1C=C(C=C1)C=1C=CC=2N(N1)C(=CN2)C=2C=C(C=CC2)NC(C)=O